C1(CC1)CN1N=NC(=C1)C1=CC=C(C=C1)B1OC(C(O1)(C)C)(C)C 1-(cyclopropylmethyl)-4-(4-(4,4,5,5-tetramethyl-1,3,2-dioxaborolan-2-yl)phenyl)-1H-1,2,3-triazole